D-N-methyl-glutamine CN[C@H](CCC(N)=O)C(=O)O